(cyclopropanecarbonyl)-4-(((1r,3S)-3-methoxycyclobutyl)methoxy)pyrrolidin C1(CC1)C(=O)N1CCC(C1)OCC1CC(C1)OC